(R)-(2-(3-(2-(4-(3-chlorophenyl)piperazin-1-yl)ethyl)-1-oxo-2-oxa-8-azaspiro[4.5]decan-8-yl)-2-oxoethyl)carbamic acid tert-butyl ester C(C)(C)(C)OC(NCC(=O)N1CCC2(C[C@@H](OC2=O)CCN2CCN(CC2)C2=CC(=CC=C2)Cl)CC1)=O